(2S,4R)-1-[(2S)-2-(4-cyclopropyltriazol-1-yl)-3,3-dimethyl-butanoyl]-N-[[5-fluoro-2-(methylsulfonylmethyl)phenyl]methyl]-4-hydroxy-pyrrolidine-2-carboxamide C1(CC1)C=1N=NN(C1)[C@H](C(=O)N1[C@@H](C[C@H](C1)O)C(=O)NCC1=C(C=CC(=C1)F)CS(=O)(=O)C)C(C)(C)C